1-(3-((1-(2-methoxyethyl)-6-((5-methylthiazol-2-yl)amino)-1H-pyrrolo[3,2-c]pyridin-4-yl)oxy)pyrrolidin-1-yl)prop-2-en-1-one COCCN1C=CC=2C(=NC(=CC21)NC=2SC(=CN2)C)OC2CN(CC2)C(C=C)=O